((4-Cyanothiazolidin-3-yl)-2-oxoethyl)-6-((3S,5S)-3,5-dimethyl-morpholino)quinoline-4-carboxamide C(#N)C1N(CSC1)C(CC1=NC2=CC=C(C=C2C(=C1)C(=O)N)N1[C@H](COC[C@@H]1C)C)=O